E-1,1,1,4,5,5,5-heptafluoro-4-(trifluoromethyl)-2-pentene FC(\C=C\C(C(F)(F)F)(C(F)(F)F)F)(F)F